C(CCCCCCCCCCC)N(C)C N-Lauryl-N,N-Dimethylamine